NC1=C2N=CN(C2=NC(=N1)N/N=C/C1=CC=C(C=C1)C1=NC=CC=C1)C1OC(C(C1O)O)CO 6-amino-2-{2-[(E)-4-(pyridin-2-yl)benzylidene]hydrazino}-9H-purin-9-yl-5-(hydroxymethyl)tetrahydrofuran-3,4-diol